N[C@@H]1[C@@H](OCC12CCN(CC2)C=2N=CC(=NC2CO)SC2=CC(=NC=C2Cl)N2CC(C2)C(C)(C)O)C 2-(1-(4-(5-((3s,4s)-4-amino-3-methyl-2-oxa-8-azaspiro[4.5]decan-8-yl)-6-(hydroxymethyl)pyrazin-2-ylthio)-5-chloropyridin-2-yl)azetidin-3-yl)propan-2-ol